ClCCCCCCCC\C=C/CCCCCCCC (Z)-1-chlorooctadec-9-ene